(S)-5-bromo-1-(methyl-d3)-3-((5-(2-methylpiperazin-1-yl)pyridin-2-yl)amino)pyridin-2(1H)-one BrC=1C=C(C(N(C1)C([2H])([2H])[2H])=O)NC1=NC=C(C=C1)N1[C@H](CNCC1)C